2,5-dioxopyrrolidin-1-yl 2-(2-oxo-2,3-dihydro-1H-benzo[d]imidazol-5-yl)acetate O=C1NC2=C(N1)C=CC(=C2)CC(=O)ON2C(CCC2=O)=O